6-nitro-1-(m-tolyl)-3-vinyl-1H-indazole [N+](=O)([O-])C1=CC=C2C(=NN(C2=C1)C=1C=C(C=CC1)C)C=C